C(C)OC(C1=NC(=CC=C1N)Br)=O amino-6-bromopicolinic acid Ethyl ester